C(=C\C)/C1=NC2=C(N1)C=CC=C2 2-[(1E)-1-propen-1-yl]-1H-benzimidazole